C1=CC=CC=2C3=CC=CC=C3N(C12)C1=CC=C(C=C1)N(C1=CC2=CC3=CC=CC=C3C=C2C=C1)C1=CC=CC=C1 N-[4-(9H-carbazol-9-yl)phenyl]-N-phenylanthracene-2-amine